CC1(OCCC2=CC=CC(=C12)C(C(=O)O)N1CC(C1)OCCCCCC1NC2=NC=CC=C2CC1)C 2-(1,1-dimethylisochroman-8-yl)-2-(3-((5-(1,2,3,4-tetrahydro-1,8-naphthyridin-2-yl)pentyl)oxy)azetidin-1-yl)acetic acid